benzo[1,2-c]azepin-5-one C1=NC=CC(C2=C1C=CC=C2)=O